FC(OC1=CC=C(OC2=CC(=NC=C2)N2CCC(CC2)NC(OC(C)(C)C)=O)C=C1)(F)F t-butyl (1-(4-(4-(trifluoromethoxy)phenoxy)pyridin-2-yl)piperidin-4-yl)carbamate